ClC1=CC=C(C=C1)NC(NCCC1=C(C=CC=C1F)Cl)=O 3-(4-chlorophenyl)-1-[2-(2-chloro-6-fluorophenyl)ethyl]urea